2-(2-(methylamino)ethyl)-6-(pyridin-2-yl)pyridazin-3(2H)-one CNCCN1N=C(C=CC1=O)C1=NC=CC=C1